6-ethynyl-3-fluoro-2-methoxypyridine C(#C)C1=CC=C(C(=N1)OC)F